2-((1-(2-Oxo-2',4',5',6'-tetrahydrospiro[indoline-3,3'-pyran]-5'-yl)-1H-1,2,3-triazol-4-yl)methoxy)benzaldehyde O=C1NC2=CC=CC=C2C12COCC(C2)N2N=NC(=C2)COC2=C(C=O)C=CC=C2